S(=O)(=O)(O)C(C(=O)OCCCCCCCCCCCC)CC(=O)[O-] dodecyl sulphosuccinate